N-(6-(4-((1s,3s)-3-(Aminomethyl)-1-hydroxycyclobutyl)-1H-imidazol-1-yl)-5-fluoropyridin-3-yl)-2-(5-methyl-3-(trifluoromethyl)-1H-pyrazol-1-yl)acetamide NCC1CC(C1)(O)C=1N=CN(C1)C1=C(C=C(C=N1)NC(CN1N=C(C=C1C)C(F)(F)F)=O)F